CS(=O)(=O)C1CCN(CC1)C=O (4-(METHYLSULFONYL)PIPERIDIN-1-YL)METHANONE